N-(4-fluorophenyl)-2-[methyl(2-{2-methyl-2H-pyrazolo[3,4-c]pyridin-5-yl}-5H,6H,7H-cyclopenta[d]pyrimidin-4-yl)amino]acetamide FC1=CC=C(C=C1)NC(CN(C=1C2=C(N=C(N1)C1=CC=3C(C=N1)=NN(C3)C)CCC2)C)=O